1-(4-amino-7-(4-aminobenzyl)-2-(ethoxymethyl)-1H-imidazo[4,5-c]quinolin-1-yl)-2-methylpropan-2-ol NC1=NC=2C=C(C=CC2C2=C1N=C(N2CC(C)(O)C)COCC)CC2=CC=C(C=C2)N